5-(6-bromoimidazo[1,2-b]pyridazin-3-yl)-1,3-dimethyl-1H-benzo[d]imidazol-2(3H)-one BrC=1C=CC=2N(N1)C(=CN2)C2=CC1=C(N(C(N1C)=O)C)C=C2